FC(C(C(C(F)(F)F)(C(F)(F)F)F)(OC)F)(F)F 1,1,1,2,3,4,4,4-octafluoro-2-methoxy-3-(trifluoromethyl)butane